[N+](=O)([O-])C1=C(C=CC=C1)S(=O)(=O)OCCN(CCOS(=O)(=O)C1=C(C=CC=C1)[N+](=O)[O-])S(=O)(=O)C1=C(C=CC=C1)[N+](=O)[O-] [(2-nitrobenzene-1-sulfonyl)azanediyl]di(ethane-2,1-diyl) bis(2-nitrobenzene-1-sulfonate)